1-(4-hydroxy-3-methoxyphenyl)-7-(4-oxoacetyltheanylamino-3-methoxyphenyl)-1,6-heptadiene-3,5-dione OC1=C(C=C(C=C1)C=CC(CC(C=CC1=C(C(=CC=C1)OC)NC([C@@H](N)CC(C(=O)NCC)C(C=O)=O)=O)=O)=O)OC